(1,2,4-tri-n-propylcyclopentadienyl)tris(methylethylamino)titanium C(CC)C1(C(=CC(=C1)CCC)CCC)[Ti](N(C)CC)(N(C)CC)N(CC)C